3-(1-aminocyclopropyl)-N-((6,7-difluoro-9H-carbazol-2-yl)methyl)benzamide hydrochloride Cl.NC1(CC1)C=1C=C(C(=O)NCC2=CC=3NC4=CC(=C(C=C4C3C=C2)F)F)C=CC1